ClC1=CC=2N(C=C1)C=NC2CNC(OC(C)(C)C)=O tert-butyl ((7-chloroimidazo[1,5-a]pyridin-1-yl)methyl)carbamate